2-bromo-3-aminopyrimidine BrC1N=CC=CN1N